C1(CC1)[C@H](C)NC(O)=O ((S)-1-cyclopropylethyl)carbamic acid